1-ethyl-3-methylimidazolium-bis(trifluoromethylsulfonyl)imide [N-](S(=O)(=O)C(F)(F)F)S(=O)(=O)C(F)(F)F.C(C)N1C=[N+](C=C1)C